rel-2-bromo-4-((1S,2R)-2-((tert-butyldiphenylsilyl)oxy)cyclobutoxy)-3-fluorobenzonitrile BrC1=C(C#N)C=CC(=C1F)O[C@@H]1[C@@H](CC1)O[Si](C1=CC=CC=C1)(C1=CC=CC=C1)C(C)(C)C |o1:11,12|